[3-[2-[(1S)-3-[(3S)-3-benzyloxybutoxy]-1-methyl-propyl]triazol-4-yl]-1-tetrahydropyran-2-yl-indazol-5-yl]oxy-tert-butyl-dimethyl-silane C(C1=CC=CC=C1)O[C@H](CCOCC[C@H](C)N1N=CC(=N1)C1=NN(C2=CC=C(C=C12)O[Si](C)(C)C(C)(C)C)C1OCCCC1)C